6-methyl-2-(1-methyl-1H-pyrazol-4-yl)-1-(2-methylthiazol-5-yl)-1'-(pyrimidin-4-yl)-3,6-dihydro-7H-spiro[dipyrrolo[2,3-b:3',2'-d]pyridine-8,4'-piperidin]-7-one CN1C(C2(CCN(CC2)C2=NC=NC=C2)C2=C3C(=NC=C21)NC(=C3C3=CN=C(S3)C)C=3C=NN(C3)C)=O